6-benzyloxypurine C(C1=CC=CC=C1)OC1=C2NC=NC2=NC=N1